(2-undecyl-1,3-dioxolan-4-yl)methyl (4-aminophenyl)carbamate NC1=CC=C(C=C1)NC(OCC1OC(OC1)CCCCCCCCCCC)=O